OC=1C2=C(N=CN1)SC=C2C2CCN(CC2)C(=O)OC(C)(C)C tert-Butyl 4-(4-hydroxythieno[2,3-d]pyrimidin-5-yl)piperidine-1-carboxylate